O1COC2=C1C1=C3C(=CC=C1C=C2)OC=C3 furonaphthodioxole